C12CN(CC(CC1)O2)C=2C1=C(N=C(N2)OCC23CCCN3CCC2)C(=C(N=C1)C=1C=C(C=C(C1C(F)(F)F)Cl)O)F 3-(4-(8-Oxa-3-azabicyclo[3.2.1]octan-3-yl)-8-fluoro-2-((tetrahydro-1H-pyrrolizin-7a(5H)-yl)methoxy)pyrido[4,3-d]pyrimidin-7-yl)-5-chloro-4-(trifluoromethyl)phenol